C(#N)C=1C2=C(C(=NC1N1[C@H](CC1)C)N1CC(C1)CC(=O)OC)CCC2(F)F methyl (S)-2-(1-(4-cyano-5,5-difluoro-3-(2-methylazetidin-1-yl)-6,7-dihydro-5H-cyclopenta[c]pyridin-1-yl)azetidin-3-yl)acetate